2-((1-(2-(3-azabicyclo[3.1.0]hexan-3-yl)-3-methyl-4-oxo-6-(trifluoromethyl)-3,4-dihydro-quinazolin-8-yl)ethyl)amino)benzoic acid C12CN(CC2C1)C1=NC2=C(C=C(C=C2C(N1C)=O)C(F)(F)F)C(C)NC1=C(C(=O)O)C=CC=C1